1H-pyrazol-1-ylaminopyrimidine Methyl-(S)-5-(4-(4-amino-2-cyanophenyl)-1H-1,2,3-triazol-1-yl)-2-(4-(N-((2,4-diaminopteridin-6-yl)methyl)formamido)benzamido)pentanoate COC([C@H](CCCN1N=NC(=C1)C1=C(C=C(C=C1)N)C#N)NC(C1=CC=C(C=C1)N(C=O)CC=1N=C2C(=NC(=NC2=NC1)N)N)=O)=O.N1(N=CC=C1)NC1=NC=CC=N1